3-FORMYLINDOL-1-YL-ACETIC ACID C(=O)C1=CN(C2=CC=CC=C12)CC(=O)O